(4-(4-((bis(pyridin-2-ylmethyl)amino)methyl)-1H-1,2,3-triazol-1-yl)phenyl)ethan-1-amine N1=C(C=CC=C1)CN(CC1=NC=CC=C1)CC=1N=NN(C1)C1=CC=C(C=C1)C(C)N